2-amino-3-(6-bromobenzo[d]thiazol-2-yl)-4,7-dihydrothieno[2,3-c]pyridine-6(5H)-carboxylic acid tert-butyl ester C(C)(C)(C)OC(=O)N1CC2=C(CC1)C(=C(S2)N)C=2SC1=C(N2)C=CC(=C1)Br